C(C)(=O)NSNC(C)=O acetamido thioether